2-(9-ethyl-6-((2S,5R)-4-(1-(7-fluoro-2,2-dimethyl-2,3-dihydrobenzo[b][1,4]dioxin-6-yl)ethyl)-2,5-dimethylpiperazin-1-yl)-3-methyl-2-oxo-3,9-dihydro-2H-purin-8-yl)acetonitrile C(C)N1C=2N(C(N=C(C2N=C1CC#N)N1[C@H](CN([C@@H](C1)C)C(C)C1=CC2=C(OC(CO2)(C)C)C=C1F)C)=O)C